CC1C(NC(C(N1)([2H])[2H])([2H])[2H])=O 3-methylpiperazin-2-one-5,5,6,6-d4